methanethioyl fluoride C(=S)F